COC(C=CC(=O)O)=O 4-methoxy-4-oxo-but-2-enoic acid